FC(OC1=C(C=CC=C1F)NN)F (2-(Difluoromethoxy)-3-fluorophenyl)hydrazine